CC1=CC(OC2=C1C=CC(=C2)NC2=NC=CC(=N2)C2=NC=CC=C2)=O 4-methyl-7-{[4-(pyridin-2-yl)pyrimidin-2-yl]amino}-2H-benzopyran-2-one